[Sn-]1=CC=CC=C1 stannainide